C1NCC12OC[C@H](C2)N2CCC(CC2)C2=C(OCC(C#N)(C)C)C=CC(=C2)F (S)-3-(2-(1-(5-oxa-2-azaspiro[3.4]oct-7-yl)piperidin-4-yl)-4-fluorophenoxy)-2,2-dimethylpropionitrile